bishexadecylphenyl-tetramethylethylenediamine C(CCCCCCCCCCCCCCC)C(C(N(C)C)C1=CC=CC=C1)(N(C)C)CCCCCCCCCCCCCCCC